(E)-imino(2-(3-methoxypyridin-2-yl)vinyl)(pyridin-2-yl)-λ6-sulfanone N=S(=O)(C1=NC=CC=C1)\C=C\C1=NC=CC=C1OC